C1(=CC=CC=C1)NC(CCC(C)C)C=1N=NNN1 N-phenyl[4-methyl-1-(2H-tetraazol-5-yl)pentyl]amine